ClC1=C2N=CN(C2=NC=N1)[C@@H]1CO[C@H]2[C@H]1O[Si](O[Si](OC2)(C(C)C)C(C)C)(C(C)C)C(C)C 6-Chloro-9-((6aR,9R,9aS)-2,2,4,4-tetraisopropyltetrahydro-6H-furo[3,2-f][1,3,5,2,4]trioxadisilocin-9-yl)-9H-purine